amino-[1,2,4]triazolo[1,5-a]pyridin-7-ol, hydrobromide Br.NC1=NN2C(C=C(C=C2)O)=N1